2-t-butyl-cyclohexylacetate C(C)(C)(C)C1C(CCCC1)CC(=O)[O-]